OC1=NC(=NC=C1)NC(C1=CC=C(C=C1)OC)=O 4-hydroxy-2-(4-methoxybenzamido)pyrimidine